tert-butyl (2R,4R)-2-carbamoyl-4-hydroxypyrrolidine-1-carboxylate C(N)(=O)[C@@H]1N(C[C@@H](C1)O)C(=O)OC(C)(C)C